4,4'-dibenzoyl-[2,2'-bipyridine]-4-carboxylate C(C1=CC=CC=C1)(=O)C1(CC(=NC=C1)C1=NC=CC(=C1)C(C1=CC=CC=C1)=O)C(=O)[O-]